2-(1-acryloylpyrrolidin-3-yl)-6-(4-phenoxyphenyl)-1H-imidazo[1,2-b]pyrazole-7-carboxamide C(C=C)(=O)N1CC(CC1)C=1NC=2N(N=C(C2C(=O)N)C2=CC=C(C=C2)OC2=CC=CC=C2)C1